2-(4-Bromo-3-fluorophenyl)-3-methoxypropionic acid methyl ester COC(C(COC)C1=CC(=C(C=C1)Br)F)=O